ethyl-(S)-N-(4-((1-(3-methoxyphenyl)hexan-2-yl)carbamoyl)phenyl)-2-methylisonicotinamide C(C)C1=C(C(=O)NC2=CC=C(C=C2)C(N[C@H](CC2=CC(=CC=C2)OC)CCCC)=O)C=CN=C1C